(3aS,5R,6aR)-5-Fluoro-2-(5-methylthiophene-2-carbonyl)-1,3,3a,5,6,6a-hexahydrocyclopenta[c]pyrrol-4-one F[C@H]1C([C@H]2[C@H](CN(C2)C(=O)C=2SC(=CC2)C)C1)=O